guanidinocarboxylate N(C(=N)N)C(=O)[O-]